CN1N=CC(=C1C1=CC=2N(C=C1)N=C(C2)NC2=NC(=NC(=C2)C)C=2C=NC=CC2)OC[C@@H]2N(CC2)C 5-[2-methyl-4-[[(2R)-1-methylazetidin-2-yl]methoxy]pyrazol-3-yl]-N-[6-methyl-2-(3-pyridyl)pyrimidin-4-yl]pyrazolo[1,5-a]pyridin-2-amine